OCC1=CC=C(CCC=2C=C(C=CC2)NC(OC(C)(C)C)=O)C=C1 tert-Butyl (3-(4-(hydroxymethyl)phenethyl)phenyl)carbamate